C(C1=CC=CC=C1)OC1=NC=C(C=C1C=1N=C(C=2OCCNC2N1)NCCC1=CNC2=CC=CC=C12)F 2-(2-benzyloxy-5-fluoro-3-pyridyl)-N-[2-(1H-indol-3-yl)ethyl]-7,8-dihydro-6H-pyrimido[5,4-b][1,4]oxazin-4-amine